N-(1-amino-3-(cyclopropyl(methyl)amino)-1-oxopropan-2-yl)-2-methyl-5-((2-methylthiazol-5-yl)methoxy)benzofuran-3-carboxamide NC(C(CN(C)C1CC1)NC(=O)C1=C(OC2=C1C=C(C=C2)OCC2=CN=C(S2)C)C)=O